BrC1=C(C=C(C=C1)C=1CCN(CC1)C(=O)OC(C)(C)C)F tert-butyl 4-(4-bromo-3-fluorophenyl)-3,6-dihydropyridine-1(2H)-carboxylate